Benzyl 2-[(3-bromo-2-fluoro-phenyl)methyl]-3-hydroxy-4-methyl-pyrrolidine-1-carboxylate BrC=1C(=C(C=CC1)CC1N(CC(C1O)C)C(=O)OCC1=CC=CC=C1)F